3-(hydroxymethyl)-2,6-dimethylisonicotinamide OCC1=C(C(=O)N)C=C(N=C1C)C